C(C1=CC=CC=C1)(=O)OC[C@H](C(=O)NC(C(C)(C)O)C1=CC=C(C=C1)OCC12CCC(CC1)CC2)C2=CC=CC=C2 (2R)-3-((1-(4-(bicyclo[2.2.2]octan-1-ylmethoxy)phenyl)-2-hydroxy-2-methylpropyl)amino)-3-oxo-2-phenylpropyl benzoate